2-(1-(2-oxabicyclo[2.2.1]heptan-5-ylmethyl)-1H-pyrazol-4-yl)-8-chloro-7-((2-methyl-1-((2-(trimethylsilyl)ethoxy)methyl)-1H-benzo[d]imidazol-6-yl)oxy)quinoxaline C12OCC(C(C1)CN1N=CC(=C1)C1=NC3=C(C(=CC=C3N=C1)OC=1C=CC3=C(N(C(=N3)C)COCC[Si](C)(C)C)C1)Cl)C2